Pyridin-3-ylmethyl 4-((4-(2-(bis(3,4-dimethoxybenzyl)amino)ethyl)phenyl)carbamoyl)-3-(4-oxo-4H-chromene-2-carboxamido)benzoate COC=1C=C(CN(CCC2=CC=C(C=C2)NC(=O)C2=C(C=C(C(=O)OCC=3C=NC=CC3)C=C2)NC(=O)C=2OC3=CC=CC=C3C(C2)=O)CC2=CC(=C(C=C2)OC)OC)C=CC1OC